COC(CC(C(=O)C1=CC(=C(C(=C1)F)OCOC)Br)C)=O 4-[3-bromo-5-fluoro-4-(methoxymethyloxy)phenyl]-3-methyl-4-oxobutanoic acid methyl ester